FC1=CC=C(C2=C(N(N=C12)C)CCCN(C(OC(C)(C)C)=O)C)B1OC(C(O1)(C)C)(C)C tert-butyl N-[3-[7-fluoro-2-methyl-4-(4,4,5,5-tetramethyl-1,3,2-dioxaborolan-2-yl)indazol-3-yl]propyl]-N-methyl-carbamate